(R)-3-(chloromethyl)hexanamide vanadium [V].ClC[C@@H](CC(=O)N)CCC